(S)-2-((4-(4-((4-cyano-2-fluorobenzyl)oxy)-5-fluoropyrimidin-2-yl)-5,6-dihydropyridin-1(2H)-yl)methyl)-1-(oxetan-2-ylmethyl)-1H-benzo[d]imidazole-6-carboxylic acid C(#N)C1=CC(=C(COC2=NC(=NC=C2F)C2=CCN(CC2)CC2=NC3=C(N2C[C@H]2OCC2)C=C(C=C3)C(=O)O)C=C1)F